C(C1=CC=CC=C1)N1CCN(CC1)C=1C=C(C(NC1C(F)(F)F)=O)C(=O)NC1C2=CC=C(C=C2OC=2C=C(C=CC12)C)C 5-(4-benzylpiperazin-1-yl)-N-(3,6-dimethyl-9H-xanthen-9-yl)-2-oxo-6-(trifluoromethyl)-1,2-dihydropyridine-3-carboxamide